4-((2S,5R)-4-propenoyl-2,5-dimethylpiperazin-1-yl)-6,7-dichloro-1-(2-isopropyl-4-(methylthio)pyridin-3-yl)pyrido[2,3-d]pyrimidin-2(1H)-one C(C=C)(=O)N1C[C@@H](N(C[C@H]1C)C=1C2=C(N(C(N1)=O)C=1C(=NC=CC1SC)C(C)C)N=C(C(=C2)Cl)Cl)C